tert-butyl 2-((4-octylpyridin-2-yl)methyl)acrylate C(CCCCCCC)C1=CC(=NC=C1)CC(C(=O)OC(C)(C)C)=C